6-(cyclobutylmethyl)-2-methyl-3-(1-(6-(trifluoromethyl)pyridin-3-yl)ethyl)-5,6,7,8-tetrahydropyrido[4,3-d]pyrimidin-4(3h)-one C1(CCC1)CN1CC2=C(N=C(N(C2=O)C(C)C=2C=NC(=CC2)C(F)(F)F)C)CC1